iminocyclohepta-[c]pyridine-2-oxide N=C1[N+](=CC=C2C1=CC=CC=C2)[O-]